N-(3-ethoxy-4-(5-(oxetan-3-yl)-2,5-diazabicyclo[2.2.1]heptan-2-yl)phenyl)-6-(1H-indol-6-yl)-[1,2,4]triazolo[1,5-a]pyrazin-8-amine C(C)OC=1C=C(C=CC1N1C2CN(C(C1)C2)C2COC2)NC=2C=1N(C=C(N2)C2=CC=C3C=CNC3=C2)N=CN1